C(CCCCCCC\C=C/CCCCCCCCCC)(=O)[O-].[Fe+2].C(CCCCCCC\C=C/CCCCCCCCCC)(=O)[O-] iron gadoleate